FC=1C=C(C=CC1OC1=CC=NC2=CC(=C(C=C12)OC)OCCCN1CCOCC1)NC(=O)C1(CC1)C(=O)NC1=CC=C(C=C1)F 1-N'-[3-fluoro-4-[6-methoxy-7-(3-morpholin-4-ylpropoxy)quinolin-4-yl]oxyphenyl]-1-N-(4-fluorophenyl)cyclopropane-1,1-dicarboxamide